1-(5-((3aS,4R,6aR)-4-((6-bromopyridazin-3-yl)amino)octahydrocyclopenta[c]pyrrole-2-carbonyl)thiophene-2-yl)ethan-1-one BrC1=CC=C(N=N1)N[C@@H]1CC[C@H]2CN(C[C@H]21)C(=O)C2=CC=C(S2)C(C)=O